N-(1-((3-chloro-4-fluorophenyl)amino)-6-methoxyisoquinolin-7-yl)-4-hydroxybutyramide ClC=1C=C(C=CC1F)NC1=NC=CC2=CC(=C(C=C12)NC(CCCO)=O)OC